6-(4-Ethyl-3-(hydroxymethyl)-5-oxo-4,5-dihydro-1H-1,2,4-triazol-1-yl)-7-fluoro-4-isopropyl-2-((1R*,2S*)-2-methylcyclopentyl)isochinolin-1(2H)-on C(C)N1C(=NN(C1=O)C=1C=C2C(=CN(C(C2=CC1F)=O)[C@H]1[C@H](CCC1)C)C(C)C)CO |o1:20,21|